C(C1CO1)OC1(CC=CC=C1)C1CCC2C3C4C(C(C12)C3)O4 1-(2,3-epoxypropoxy)phenyl-5,6-epoxyhexahydro-4,7-methanoindane